tert-Butyl (3R)-3-[(1S)-2-tert-butoxy-1-[[3-[(3-hydroxyphenoxy)methyl]phenyl]methyl]-2-oxo-ethyl]pyrrolidine-1-carboxylate C(C)(C)(C)OC([C@@H](CC1=CC(=CC=C1)COC1=CC(=CC=C1)O)[C@@H]1CN(CC1)C(=O)OC(C)(C)C)=O